3-((S)-5-(3-(3-hydroxypropan-1-yn-1-yl)phenyl)-2-oxooxazolidin-3-yl)piperidine-2,6-dione OCC#CC=1C=C(C=CC1)[C@H]1CN(C(O1)=O)C1C(NC(CC1)=O)=O